BrC1=NN(C2=CC=CC=C12)CC(=O)OC(C)(C)C tert-butyl 2-(3-bromo-1H-indazol-1-yl)-acetate